Cl.COC1(CC1)C1=NC(=NO1)C1(CCNCC1)C 4-[5-(1-methoxycyclopropyl)-1,2,4-oxadiazol-3-yl]-4-methylpiperidine hydrochloride